The molecule is zwitterionic form of N(6)-hydroxy-L-lysine having an anionic carboxy group and a cationic amino group; major species at pH 7.3. It is a tautomer of a N(6)-hydroxy-L-lysine. C(CCNO)C[C@@H](C(=O)[O-])[NH3+]